FC=1C=C(C=CC1OC1=CC=NC2=CC(=CN=C12)OC)NC(=O)C1=NN(C(=C(C1=O)C1=CC=C(C=C1)F)C)C(C)C N-[3-fluoro-4-[(7-methoxy-1,5-naphthyridin-4-yl)oxy]phenyl]-5-(4-fluorophenyl)-6-methyl-4-oxo-1-propan-2-ylpyridazine-3-carboxamide